ClC(C(=C(F)F)F)F 3-chloro-1,1,2,3-tetrafluoropropene